2,5-dimethyl-2,5-bis-(butylperoxy)hexane CC(C)(CCC(C)(OOCCCC)C)OOCCCC